COC1=NC=C(C(=N1)OC)C=1C=C(C=2N(N1)C(=CN2)F)N2CC(CC2)C2=CC=C(C=C2)C(F)(F)F 6-(2,4-dimethoxypyrimidin-5-yl)-3-fluoro-8-(3-(4-(trifluoromethyl)phenyl)pyrrolidin-1-yl)imidazo[1,2-b]pyridazine